N-Benzyl-2-(toluene-4-sulfonylamino)-benzamide C(C1=CC=CC=C1)NC(C1=C(C=CC=C1)NS(=O)(=O)C1=CC=C(C)C=C1)=O